4'-(((2,2'-dichloro-[1,1'-biphenyl]-3,3'-diyl)bis(methylene))bis(oxy))bis(5-chloro-2-((5-cyanopyridin-3-yl)methoxy)benzoic acid) ClC1=C(C=CC=C1COC=1C(=C(C(=O)O)C=C(C1)Cl)OCC=1C=NC=C(C1)C#N)C1=C(C(=CC=C1)COC=1C(=C(C(=O)O)C=C(C1)Cl)OCC=1C=NC=C(C1)C#N)Cl